BrC1=CC(=C(C(=C1)OC)CC#N)F 2-(4-bromo-2-fluoro-6-methoxyphenyl)acetonitrile